C(C)(C)(C)P(C1=NC2=CC=CC=C2N=C1P(C)C(C)(C)C)C.C(C)(C)(C)P(C1=NC2=CC=CC=C2N=C1P(C)C(C)(C)C)C.[NH4+] ammonium bis(2,3-bis(tert-butylmethylphosphino)quinoxaline)